BrC1C(C2(CCC1C2(C)C)C)=O (-)-3-bromocamphor